ClC1=NC=C2NC(N(C2=N1)C12CCC(CC1)(CC2)C#N)=O 4-(2-chloro-8-oxo-7,8-dihydro-9H-purin-9-yl)bicyclo[2.2.2]octane-1-carbonitrile